N,N-dioleyl-behenylamine hydrobromide Br.C(CCCCCCC\C=C/CCCCCCCC)N(CCCCCCCC\C=C/CCCCCCCC)CCCCCCCCCCCCCCCCCCCCCC